(2R,4S)-2-(((S)-1-((5-chloro-2-(1H-tetrazol-1-yl)benzyl)amino)-1-oxopropan-2-yl)carbamoyl)-4-(3,5-dimethoxybenzyl)pyrrolidine-1-carboxylic acid tert-butyl ester C(C)(C)(C)OC(=O)N1[C@H](C[C@@H](C1)CC1=CC(=CC(=C1)OC)OC)C(N[C@H](C(=O)NCC1=C(C=CC(=C1)Cl)N1N=NN=C1)C)=O